C(CCCCCCC\C=C/CCCCCC)(=O)OC(CO)CO 1,3-dihydroxypropan-2-yl (9Z)-hexadec-9-enoate